Methyl 3-((2,6-difluoro-4-pyridyl)-(4-((2,2-dimethyl-cyclobutyl)-carbamoyl)-5-methyl-thiazol-2-yl)-amino)-3-oxo-propanoate FC1=NC(=CC(=C1)N(C(CC(=O)OC)=O)C=1SC(=C(N1)C(NC1C(CC1)(C)C)=O)C)F